O1CCN(CC1)C1=CC(NC=C1)=O 4-morpholinopyridin-2(1H)-one